ClC1=C(C=2N(C=C1)C(=CN2)S(=O)(=O)NC2=C(C=C(C(=C2)F)CC#N)F)OC 7-chloro-N-[4-(cyanomethyl)-2,5-difluoro-phenyl]-8-methoxy-imidazo[1,2-a]pyridine-3-sulfonamide